NC1CC(N(CC1)C)C(=O)O 4-amino-1-methyl-2-piperidinecarboxylic acid